tert-butyl (4S)-4-amino-5-[4-(hydroxymethyl)anilino]-5-oxo-pentanoate N[C@@H](CCC(=O)OC(C)(C)C)C(=O)NC1=CC=C(C=C1)CO